C(C)(=O)C1=CC=C(C(=N1)C(=O)OC)S(=O)(=O)CC Methyl 6-Acetyl-3-ethylsulfonylpyridine-2-carboxylate